C(C1=CC=CC=C1)OC(NC(COCCO)(C)C)=O benzyl-(1-(2-hydroxyethoxy)-2-methylpropan-2-yl)carbamate